[SiH]1=CC=CC=C1 Silinin